4-Chloro-1-[4-(1,1-difluoroethyl)phenyl]sulfonyl-3-(6-fluoro-4-azaspiro[2.4]heptan-4-yl)indazole ClC1=C2C(=NN(C2=CC=C1)S(=O)(=O)C1=CC=C(C=C1)C(C)(F)F)N1C2(CC2)CC(C1)F